FC=1C=C(OCC2[C@H]3CN(C[C@@H]23)C=2N=C3C(=NC2)N(C(=N3)C3=NC(=CC=C3)C(F)(F)F)C)C=C(C1)F 5-((1R,5S,6r)-6-((3,5-difluorophenoxy)methyl)-3-azabicyclo[3.1.0]hexane-3-yl)-1-methyl-2-(6-(trifluoromethyl)pyridin-2-yl)-1H-imidazo[4,5-b]pyrazine